N-(4-chloro-3-(trifluoromethyl)phenyl)-2-(4-(cyclopentylamino)-phenyl)-1-(2-fluoro-6-methylbenzoyl)octahydro-1H-cyclopenta[b]pyridine-3-carboxamide ClC1=C(C=C(C=C1)NC(=O)C1CC2C(N(C1C1=CC=C(C=C1)NC1CCCC1)C(C1=C(C=CC=C1C)F)=O)CCC2)C(F)(F)F